FC1(C(NC2(C1O)CCC(CC2)(F)F)=O)F 3,3,8,8-tetrafluoro-4-hydroxy-1-azaspiro[4.5]decane-2-one